(±)-trans-1-benzyl-4-(cyclohexyl)pyrrolidine-3-carboxylic acid methyl ester COC(=O)[C@@H]1CN(C[C@H]1C1CCCCC1)CC1=CC=CC=C1 |r|